N-[4-(3-chloro-4-cyano-phenoxy)cyclohexyl]-6-[4-[2-[3-[4-(ethylsulfonylamino)-2-(6-methyl-7-oxo-1H-pyrrolo[2,3-c]pyridin-4-yl)phenoxy]phenoxy]ethoxy]-1-piperidyl]pyridine-3-carboxamide ClC=1C=C(OC2CCC(CC2)NC(=O)C=2C=NC(=CC2)N2CCC(CC2)OCCOC2=CC(=CC=C2)OC2=C(C=C(C=C2)NS(=O)(=O)CC)C=2C3=C(C(N(C2)C)=O)NC=C3)C=CC1C#N